tin monolaurate trilaurate C(CCCCCCCCCCC)(=O)[O-].C(CCCCCCCCCCC)(=O)[O-].C(CCCCCCCCCCC)(=O)[O-].C(CCCCCCCCCCC)(=O)[O-].[Sn+4]